tert-butyl N-(2,2-dimethyl-4-piperidyl)-N-ethyl-carbamate CC1(NCCC(C1)N(C(OC(C)(C)C)=O)CC)C